tert-Butyl 3-oxo-2,8-diazaspiro[4.6]undecane-8-carboxylate O=C1NCC2(C1)CCN(CCC2)C(=O)OC(C)(C)C